C(C=C)C1(CCC1)NC1=C(C=C(C(=N1)C(=O)O)[N+](=O)[O-])C(F)(F)F 6-[(1-allylcyclobutyl)amino]-3-nitro-5-(trifluoromethyl)pyridine-2-carboxylic acid